C(C)(C)(C)C=1C=C(C=O)C=C(C1)C(C)(C)C 3,5-di-t-butylbenzaldehyde